C1(=CC=CC=C1)N1C2=CC=CC=C2C=2C=CC(=CC12)N(C1=CC=CC=C1)C1=CC2=C(C3=C(O2)C=C2C=C4C(OC5=C4C=CC(=C5)N(C5=CC=4N(C6=CC=CC=C6C4C=C5)C5=CC=CC=C5)C5=CC=CC=C5)=CC2=C3)C=C1 3,10-bis[N-(9-phenyl-9H-carbazol-2-yl)-N-phenylamino]naphtho[2,3-B:6,7-B']bisbenzofuran